3,3,4,4-Tetrafluorotetrahydrofuran FC1(COCC1(F)F)F